[Na+].C(C)(C)(C)C1=C(C(=C(C2=CC=CC=C12)S(=O)(=O)[O-])C(C)(C)C)C(C)(C)C Tri-tert-butylnaphthalenesulfonic acid sodium salt